[(1S,3R,7S,8S,8aR)-8-[2-[(2R,4R)-4-[tert-butyl(dimethyl)silyl]oxy-6-oxo-tetrahydropyran-2-yl]ethyl]-3,7-dimethyl-1,2,3,7,8,8a-hexahydronaphthalen-1-yl] (4-nitrophenyl) carbonate C(O[C@H]1C[C@H](C=C2C=C[C@@H]([C@@H]([C@@H]12)CC[C@H]1OC(C[C@@H](C1)O[Si](C)(C)C(C)(C)C)=O)C)C)(OC1=CC=C(C=C1)[N+](=O)[O-])=O